6-fluoro-8-(2,2,3,3,8,8,9,9-octamethyl-4,7-dioxa-3,8-disiladecan-5-yl)isoquinoline FC=1C=C2C=CN=CC2=C(C1)C(O[Si](C(C)(C)C)(C)C)CO[Si](C(C)(C)C)(C)C